5-(2-Isopropyl-5-methanesulfonyl-4-methoxy-phenoxy)-pyrimidine-2,4-diamine C(C)(C)C1=C(OC=2C(=NC(=NC2)N)N)C=C(C(=C1)OC)S(=O)(=O)C